O=C1N(CCC2=C1N=CN=C2)C(=O)[O-] 8-oxo-5,8-dihydropyrido[3,4-d]pyrimidine-7(6H)-carboxylate